(E)-diazene-1,2-dicarboxylic acid bis(4-chlorophenyl) ester ClC1=CC=C(C=C1)OC(=O)\N=N\C(=O)OC1=CC=C(C=C1)Cl